2-(2-(cyclopentanesulfonylamino)thiazol-4-yl)-2-methyl-N-(4-(6-(trifluoromethyl)pyrazin-2-yl)phenyl)propanamide C1(CCCC1)S(=O)(=O)NC=1SC=C(N1)C(C(=O)NC1=CC=C(C=C1)C1=NC(=CN=C1)C(F)(F)F)(C)C